[(3R)-1-{5-[(3RS)-2,6-dioxopiperidin-3-yl]pyridin-2-yl}pyrrolidin-3-yl]acetic acid O=C1NC(CC[C@@H]1C=1C=CC(=NC1)N1C[C@H](CC1)CC(=O)O)=O |&1:6|